N1=CC=C(C=C1)C1=NNC(=N1)C1=NC=CN=C1 3-(pyridin-4-yl)-5-(pyrazin-2-yl)-1H-1,2,4-triazole